(1S,3S)-N1-(5-ethoxypyrimidin-2-yl)cyclopentane-1,3-diamine hydrochloride Cl.C(C)OC=1C=NC(=NC1)N[C@@H]1C[C@H](CC1)N